NC=1C=C2C(OC(C2=CC1)=O)C 5-amino-3-methylisobenzofuran-1(3H)-one